C1=CC=C(C=C1)C2C(C(=O)C3=CC=CC=C3O2)O The molecule is the simplest member of the class of dihydroflavonols that is flavanone with a hydroxy substituent at the 3-position. It is a member of dihydroflavonols and a secondary alpha-hydroxy ketone.